FC1(C[C@H](N(C1)C)COC=1N=C(C2=C(N1)CN(CC2)C2=C1C=NNC1=CC(=C2C)C)N2C[C@@H](NCC2)CC#N)F 2-[(2S)-4-[2-[[(2S)-4,4-difluoro-1-methylpyrrolidin-2-yl]methoxy]-7-(5,6-dimethyl-1H-indazol-4-yl)-6,8-dihydro-5H-pyrido[3,4-d]pyrimidin-4-yl]piperazin-2-yl]acetonitrile